(E)-3-[3-[2-[[2-(tert-butylcarbamoyl)-4-pyridinyl]amino]-2-oxo-ethyl]-4-methoxy-phenyl]prop-2-enoic acid ethyl ester C(C)OC(\C=C\C1=CC(=C(C=C1)OC)CC(=O)NC1=CC(=NC=C1)C(NC(C)(C)C)=O)=O